3-methoxy-4-(2-methyl-2H-tetrazol-5-yl)pyridin-2-amine COC=1C(=NC=CC1C=1N=NN(N1)C)N